ClC1=C(OC2=C(C(=O)N)C=CC=N2)C=CC(=C1)CC(=O)NC1=NC2=C(N1CC1CC1)C=C(C=C2)F 2-(2-chloro-4-(2-((1-(cyclopropyl-methyl)-6-fluoro-1H-benzo[d]-imidazol-2-yl)-amino)-2-oxo-ethyl)phenoxy)-nicotinamide